ClC1=COC2=C1C=C(C=C2)C=2C(=NC(=CN2)CCCOC)N2CCC(CC2)C(=O)O 1-(3-(3-chlorobenzofuran-5-yl)-6-(3-methoxypropyl)pyrazin-2-yl)piperidine-4-carboxylic acid